2-hydroxyiminoacetoacetic acid tert-butyl ester C(C)(C)(C)OC(C(C(=O)C)=NO)=O